C(C)(C)(C)OC(=O)N[C@@H]1[C@H](CCCC1)N(C(C(CC(=O)OC)CN1C(C=CC=C1)=O)=O)C Methyl 4-(((1S,2S)-2-((tert-butoxycarbonyl)amino)cyclohexyl)(methyl)amino)-4-oxo-3-((2-oxopyridin-1(2H)-yl)methyl)butanoate